OC(CNC(OC(C)(C)C)=O)CC(=O)NC(C(NC1=CC=C(C=C1)[Si](C)(C)C)=O)C1=CC=C(C=C1)OC tert-butyl (2-hydroxy-4-((1-(4-methoxyphenyl)-2-oxo-2-((4-(trimethylsilyl)phenyl) amino)ethyl)amino)-4-oxobutyl)carbamate